C(C)OC1=C(C=CC(=N1)C(CS(=O)(=O)C)N1C(C=2C(C1=O)=CSC2[N+](=O)[O-])=O)OC 5-(1-(6-ethoxy-5-methoxypyridin-2-yl)-2-(methylsulfonyl)ethyl)-1-nitro-4H-thieno[3,4-c]pyrrol-4,6(5H)-dione